NC=1C=C(C=C(C1)C(=O)[O-])C(=O)[O-] 3-amino-1,5-benzenedicarboxylate